N-[(1R)-1-[3-amino-5-(trifluoromethyl)phenyl]ethyl]-4-methyl-6-oxo-1-phenyl-pyridazine-3-carboxamid NC=1C=C(C=C(C1)C(F)(F)F)[C@@H](C)NC(=O)C1=NN(C(C=C1C)=O)C1=CC=CC=C1